C[Si](C1=C(C=CC=C1)C(F)(F)F)(C)C 2-(trimethylsilyl)phenyl-trifluoromethane